6-methoxyisochromanone n-Propyllactat C(CC)OC(C(O)C)=O.COC=1C=C2CCOC(C2=CC1)=O